C1(CCCCC1)[NH2+]C1CCCCC1.C(C1=CC=CC=C1)OC(=O)N[C@@H]([C@@H](C)CC)C(=O)[O-] N-benzyloxycarbonyl-L-isoleucine dicyclohexylammonium salt